BrCC(=O)NC1=C(C(=CC=C1)C)C1=NOCC1 2-bromo-N-(2-(4,5-dihydro-isoxazol-3-yl)-3-methylphenyl)acetamide